C(=O)O.C1(NC(C2=CC=CC=C12)=O)=O isoindoline-1,3-dione formate salt